BITHIAZOLEN S1N=C(CC1)C1=NSCC1